ClC1=C(C(=O)N[C@H](C(=O)O)CC2=CC=C(C=C2)N2C(N(C3=C2C(=CC=C3)OC)C)=O)C(=CC=C1)F (S)-2-(2-chloro-6-fluorobenzamido)-3-(4-(7-methoxy-3-methyl-2-oxo-2,3-dihydro-1H-benzo[d]imidazol-1-yl)phenyl)propionic acid